FC1=C(C2=C(C=CC=C2C=C1)B1OC(C(O1)(C)C)(C)C)CCCC(=O)OCC ethyl 4-(2-fluoro-8-(4,4,5,5-tetramethyl-1,3,2-dioxaborolan-2-yl)naphthalen-1-yl)butanoate